(S)-5-(1-(3-aminocyclobutyl)-5-(3,5-dimethylisoxazol-4-yl)-1H-benzo[d]imidazol-2-yl)-1-(3,4-difluorophenyl)pyrrolidin-2-one NC1CC(C1)N1C(=NC2=C1C=CC(=C2)C=2C(=NOC2C)C)[C@@H]2CCC(N2C2=CC(=C(C=C2)F)F)=O